C1=NC=CC2=CC=C(C=C12)C1=NOC(=N1)C 3-(7-isoquinolyl)-5-methyl-1,2,4-oxadiazole